C(C1=CC=CC=C1)N[C@H](C(=O)OC)CO methyl (2S)-2-(benzylamino)-3-hydroxypropanoate